ClC1=C(C(=O)NCC(C)C)C(=CC=C1)Cl 2,6-dichloro-N-isobutylbenzamide